5-(1-azido-ethyl)-2-methylbenzofuran N(=[N+]=[N-])C(C)C=1C=CC2=C(C=C(O2)C)C1